O1C(=NC=C1)C([O-])=S oxazolethioate